tert-butyl (1-((2-(N,N-bis(4-methoxybenzyl)sulfamoyl)-4-iodo-3-(2-(4-methoxybenzyl)-2H-tetrazol-5-yl)phenyl)sulfonyl)-3-hydroxypropan-2-yl)carbamate COC1=CC=C(CN(S(=O)(=O)C2=C(C=CC(=C2C=2N=NN(N2)CC2=CC=C(C=C2)OC)I)S(=O)(=O)CC(CO)NC(OC(C)(C)C)=O)CC2=CC=C(C=C2)OC)C=C1